4-Ethyl-2-isopropyl-3-dodecyl-4,5-dihydro-thiazole C(C)C1N(C(SC1)C(C)C)CCCCCCCCCCCC